tert-butyl N-[1-(8-methyl-2-methylsulfonyl-7-oxo-pyrido[2,3-d]pyrimidin-6-yl)-4-piperidyl]carbamate CN1C(C(=CC2=C1N=C(N=C2)S(=O)(=O)C)N2CCC(CC2)NC(OC(C)(C)C)=O)=O